The molecule is a dihydrocarvone resulting from reduction of the endocyclic cyclohexene double bond. It has a role as a plant metabolite. CC1CCC(CC1=O)C(=C)C